OC1(CCN(CC1)CC(=O)NCCCCCCCCCCCCCC(=O)O)C(F)(F)F 14-(2-(4-hydroxy-4-(trifluoromethyl)piperidin-1-yl)acetamido)tetradecanoic acid